FC1=CC=C(C(=O)N[C@H](C(=O)NC2=CC=C(C=N2)S(=O)(=O)Cl)CC2=CC=CC=C2)C=C1 (S)-6-(2-(4-fluorobenzamido)-3-phenylpropanamido)pyridine-3-sulfonyl chloride